7-(dimethylamino)-1-[cis-3-(dimethylamino)cyclohexyl]-3-(2-fluoro-6-methyl-phenyl)-4H-pyrido[4,3-d]pyrimidin-2-one CN(C1=CC=2N(C(N(CC2C=N1)C1=C(C=CC=C1C)F)=O)[C@@H]1C[C@@H](CCC1)N(C)C)C